1-(5-cyclopropyl-3,6-dimethoxypyridin-2-yl)butan-2-amine C1(CC1)C=1C=C(C(=NC1OC)CC(CC)N)OC